ClC1=C(C=C2C(=CNC2=C1)C(C)C)C1=CCN(CC1)C(=O)OC(C)(C)C tert-butyl 4-(6-chloro-3-isopropyl-1H-indol-5-yl)-5,6-dihydropyridine-1(2H)-carboxylate